(6-t-butoxyhexyl)(methyl)-bis(2-methyl-4-(4-T-butylphenyl)indenyl)silane C(C)(C)(C)OCCCCCC[Si](C1C(=CC2=C(C=CC=C12)C1=CC=C(C=C1)C(C)(C)C)C)(C1C(=CC2=C(C=CC=C12)C1=CC=C(C=C1)C(C)(C)C)C)C